FC1=C(N=CC2=C1N=C(N=C2N2CC1(CCO1)CCC2)OC[C@]21CCCN1C[C@@H](C2)F)C2=CC(=CC1=CC=C3C(=C21)CCC3)O 9-(8-fluoro-2-(((2R,7aS)-2-fluorotetrahydro-1H-pyrrolizin-7a(5H)-yl)methoxy)-4-(1-oxa-6-azaspiro[3.5]nonan-6-yl)pyrido[4,3-d]pyrimidin-7-yl)-2,3-dihydro-1H-cyclopenta[a]naphthalen-7-ol